C[C@H](CC1=CC=C(C=C1)O)[C@@H](C)CC2=CC(=C(C=C2)O)OC The molecule is a lignan that is 2,3-dimethylbutane substituted by a 4-hydroxy-3-methoxyphenyl group at position 1 and a 4-hydroxyphenyl group at position 4 respectively. It has been isolated from the bark of Machilus robusta. It has a role as a plant metabolite. It is a lignan and a member of guaiacols.